(2R,3S,4S,5R)-3-(3,4-difluoro-2-methoxyphenyl)-N-(trans-(1S,2S)-2-fluoro-1-hydroxy-2,3-dihydro-1H-inden-5-yl)-4,5-dimethyl-5-(trifluoromethyl)tetrahydrofuran-2-carboxamide FC=1C(=C(C=CC1F)[C@H]1[C@@H](O[C@]([C@H]1C)(C(F)(F)F)C)C(=O)NC=1C=C2C[C@@H]([C@H](C2=CC1)O)F)OC